barium zinc pyrophosphate [O-]P([O-])(=O)OP(=O)([O-])[O-].[Zn+2].[Ba+2]